(R)-2-(4-((6-(3-(2-ethoxyphenoxy)piperidin-1-yl)pyrazin-2-yl)carbamoyl)piperidin-1-yl)pyrimidine-5-carboxylic acid methyl ester COC(=O)C=1C=NC(=NC1)N1CCC(CC1)C(NC1=NC(=CN=C1)N1C[C@@H](CCC1)OC1=C(C=CC=C1)OCC)=O